2-ETHOXYPHENYLBORONIC ACID C(C)OC1=C(C=CC=C1)B(O)O